C(C)(C)(C)OC(=O)NCCC(=O)NC(C(=O)OC)CO methyl 2-(3-{[(tert-butoxy) carbonyl]Amino} propionylamino)-3-hydroxypropionate